NC1=C2N=CN(C2=NC=N1)CC1=C(C=NC(=C1)C1=CC(=C(C=C1)F)F)N1CC(CCC1)(C(=O)NC)O 1-(4-((6-amino-9H-purin-9-yl)methyl)-6-(3,4-difluorophenyl)pyridin-3-yl)-3-hydroxy-N-methylpiperidine-3-carboxamide